5-amino-N'1,N'3-bis((E)-2-(diphenylphosphino)benzylidene)isophthalhydrazide NC=1C=C(C=C(C(=O)N/N=C/C2=C(C=CC=C2)P(C2=CC=CC=C2)C2=CC=CC=C2)C1)C(=O)N/N=C/C1=C(C=CC=C1)P(C1=CC=CC=C1)C1=CC=CC=C1